OC(CCOCCOC1=C2C(N(C(C2=CC=C1)=O)C1C(N(C(C2(CC2)C1)=O)C(=O)OC(C)(C)C)=O)=O)(CCO)C tert-Butyl 7-(4-(2-((3,5-dihydroxy-3-methylpentyl)oxy) ethoxy)-1,3-dioxoisoindolin-2-yl)-4,6-dioxo-5-azaspiro[2.5]octane-5-carboxylate